ClC=1C(=NC(=NC1)NC1CCOCC1)C=1C=C2C(=NC1)CN(C2=O)CC(=O)N[C@H](CO)C2=CC(=CC=C2)C 2-(3-{5-chloro-2-[(oxan-4-yl)amino]pyrimidin-4-yl}-5-oxo-5H,6H,7H-pyrrolo[3,4-b]pyridin-6-yl)-N-[(1S)-2-hydroxy-1-(3-methylphenyl)ethyl]acetamide